Diethyl 2-(((4-bromo-5-methylthiophen-3-yl)amino)methylene)malonate BrC=1C(=CSC1C)NC=C(C(=O)OCC)C(=O)OCC